N-((3S,4S)-4-fluoropyrrolidin-3-yl)-6-(6-(piperidin-1-yl)imidazo[1,2-b]pyridazin-3-yl)pyridin-2-amine F[C@@H]1[C@H](CNC1)NC1=NC(=CC=C1)C1=CN=C2N1N=C(C=C2)N2CCCCC2